(2R,3R)-3-fluoro-1-methylpyrrolidine-2-carboxylic acid F[C@H]1[C@H](N(CC1)C)C(=O)O